5-benzyl-2-{3-[(3-chlorophenoxy)methyl]-4-methoxybenzamido}thiophene-3-carboxamide tert-butyl-4-(4-chloro-2,3-difluorophenyl)piperidine-1-carboxylate C(C)(C)(C)OC(=O)N1CCC(CC1)C1=C(C(=C(C=C1)Cl)F)F.C(C1=CC=CC=C1)C1=CC(=C(S1)NC(C1=CC(=C(C=C1)OC)COC1=CC(=CC=C1)Cl)=O)C(=O)N